4-((2-(2,6-dioxopiperidin-3-yl)-1,3-dioxoisoindolin-5-yl)amino)butyric acid O=C1NC(CCC1N1C(C2=CC=C(C=C2C1=O)NCCCC(=O)O)=O)=O